FC(C1=C(C=CC(=C1)C(F)(F)F)C(C)N(C(C(N)=O)=O)C)(F)F N'-[1-[2,4-bis(trifluoromethyl)phenyl]ethyl]-N'-methyl-oxamide